COC=1C(=NC=CC1N)C1=NN(N=C1)C 3-methoxy-2-(2-methyl-2H-1,2,3-triazol-4-yl)pyridin-4-amine